3-benzyl-1-(trans-4-((5-cyano-(1H-pyrazol-3-yl)-pyrimidin-2-yl)-amino)cyclohexyl)-1-(4-(1-methyl-1H-pyrazol-4-yl)-phenyl)urea C(C1=CC=CC=C1)NC(N(C1=CC=C(C=C1)C=1C=NN(C1)C)[C@@H]1CC[C@H](CC1)NC1=NC=C(C(=N1)C1=NNC=C1)C#N)=O